butane-1-ene C=CCC